2-(6-(Benzyloxy)-4-(methoxymethyl)-9H-pyrido[3,4-b]indol-3-yl)oxazole C(C1=CC=CC=C1)OC=1C=C2C3=C(NC2=CC1)C=NC(=C3COC)C=3OC=CN3